F[B-](F)(F)F.C(#N)C1=CC=C(C=C1)[N+]#N p-cyanophenyl-diazonium tetrafluoroborate